1-[6,7-Dimethyl-4-(methylamino)-1,3-dihydro-2H-pyrrolo[3,4-c]pyridin-2-yl]-2-[1-(2-methylpyridin-4-yl)azetidin-3-yl]ethanon CC1=C(C2=C(C(=N1)NC)CN(C2)C(CC2CN(C2)C2=CC(=NC=C2)C)=O)C